4-(2-(3,4-dimethoxyphenyl)-4-oxo-4H-pyrido[1,2-a]pyrimidin-7-yl)-5,6-dihydropyridine-1(2H)-carboxylic acid tert-butyl ester C(C)(C)(C)OC(=O)N1CC=C(CC1)C=1C=CC=2N(C(C=C(N2)C2=CC(=C(C=C2)OC)OC)=O)C1